C(CCCCCCCCCCCCCC)(=O)O.C(=O)(O)CCCCCCCCCCCCCCCCCCCC 1-carboxyeicosane pentadecanoate